FC1([C@@H](C1)C(=O)N1C2C=C(CC1CC2)C2=NC(=NC=C2)NC=2C=NN(C2)C(C)C)F ((S)-2,2-difluorocyclopropyl)(3-(2-((1-isopropyl-1H-pyrazol-4-yl)amino)pyrimidin-4-yl)-8-azabicyclo[3.2.1]oct-2-en-8-yl)methanone